5-(2-((3R or S)-3-(tetrahydrofuran-2-yl)-3-(2-(thiophen-2-yl)ethyl)pyrrolidin-1-yl)propan-2-yl)-2-(trifluoro-methyl)pyridine O1C(CCC1)[C@]1(CN(CC1)C(C)(C)C=1C=CC(=NC1)C(F)(F)F)CCC=1SC=CC1 |o1:5|